C(CCC)N(C1CCN(CC1)CC1=CC=C(OC2=CC=C(C=C2)NS(=O)(=O)C)C=C1)C(=O)NC1=C(C=C(C=C1)F)F N-[4-(4-{[4-(butyl{[(2,4-difluorophenyl)amino]carbonyl}amino)-1-piperidinyl]methyl}phenoxy)phenyl]methanesulfonamide